[C@@H](C)(CC)NC=1C2=C(N=C(N1)NC1=C(C=C(C=C1)S(=O)(=O)N1CCC(CC1)N1CCOCC1)OC)NC=C2C(F)(F)F (R)-N4-(sec-butyl)-N2-(2-methoxy-4-((4-morpholinopiperidin-1-yl)sulfonyl)phenyl)-5-(trifluoromethyl)-7H-pyrrolo[2,3-d]pyrimidine-2,4-diamine